C1[C@H]2[C@@H]([C@@H](S1)C(=O)O)NC(=O)N2 The molecule is a member of the class of thienoimidazoles that is 2-oxohexahydrothieno[3,4-d]imidazole carrying an additional carboxy group at position 4 (the 3aS,4R,6aR-diastereomer). It is an azabicycloalkane, a monocarboxylic acid, a thienoimidazole, a thiabicycloalkane and a member of ureas.